ethyl 5,6-dichloro-3-ethoxypyrazine-2-carboxylate ClC=1N=C(C(=NC1Cl)C(=O)OCC)OCC